ClC1=C(C=CC(=N1)NC(C)=O)OC(F)(F)F N-[6-chloro-5-(trifluoromethoxy)pyridin-2-yl]Acetamide